FC1=C2C(=NNC2=CC(=C1)[C@@H]1C[C@@]12C=NC1=CC=C(C=C21)OC)NC2=NC(=NC=C2OC)SC (1R,2S)-2-(4-fluoro-3-{[5-methoxy-2-(methylsulfanyl)pyrimidin-4-yl]amino}-1H-indazol-6-yl)-5'-methoxyspiro[cyclopropane-1,3'-indol]